C(C)(C)(C)C1=CC=C(CN(CCC2OCC3(CN(C3)C(=O)OC(C)(C)C)CO2)C2=CC=C(C=C2)C#N)C=C1 tert-butyl 7-(2-((4-(tert-butyl)benzyl)(4-cyanophenyl)amino)ethyl)-6,8-dioxa-2-azaspiro[3.5]nonane-2-carboxylate